2-(2-((5-(1-aminoisoquinolin-5-yl)-1-propyl-1H-indazol-3-yl)methoxy)phenyl)acetic acid NC1=NC=CC2=C(C=CC=C12)C=1C=C2C(=NN(C2=CC1)CCC)COC1=C(C=CC=C1)CC(=O)O